OC1=CC=C(C=C1)C(C1=CC=C(C=C1)Cl)C1=CC=C(C=C1)O bis(4-hydroxyphenyl)-(4-chlorophenyl)methane